C[C@@H]1CN(C[C@@H](O1)C)C(=O)C=1C2=C(N(N1)CC(=O)N1CCN(CC1)C1=CC=C(C=C1)C)CCC2 2-{3-[(2R,6S)-2,6-Dimethylmorpholin-4-carbonyl]-5,6-dihydrocyclopenta[c]pyrazol-1(4H)-yl}1-[4-(4-methylphenyl)piperazin-1-yl]ethan-1-on